FC1=CC=C(C=C1)N1N=CC=2C1=NC(=NC2NC(=O)C=2SC(=CC2)[N+](=O)[O-])C2=CC=CC=C2 N-(1-(4-fluorophenyl)-6-phenyl-1H-pyrazolo[3,4-d]pyrimidin-4-yl)-5-nitrothiophene-2-carboxamide